1-ethyl-1-heptylpyrroliDinium bis(pentafluoroethanesulfonyl)imide [N-](S(=O)(=O)C(F)(F)C(F)(F)F)S(=O)(=O)C(F)(F)C(F)(F)F.C(C)[N+]1(CCCC1)CCCCCCC